hydroxypropyl-sulfobutyl ether OCCCC(CCCOCCCC(CCCO)S(=O)(=O)O)S(=O)(=O)O